NC1=CC=C(C2=CC=C(C(=C12)O)N=NC1=CC=C(C=C1)[N+](=O)[O-])S(=O)(=O)O 4-amino-5-hydroxy-6-((4-nitrophenyl)diazenyl)naphthalene-1-sulfonic acid